C1(CCCC1)CC(C(=O)O)F 3-cyclopentyl-2-fluoropropanoic acid